N-(5-(2-hydroxypropan-2-yl)-4'-((3-(2-methoxyethoxy)-5-(methylsulfonyl)phenyl)amino)-[2,3'-bipyridin]-6'-yl)acetamide OC(C)(C)C=1C=CC(=NC1)C=1C=NC(=CC1NC1=CC(=CC(=C1)S(=O)(=O)C)OCCOC)NC(C)=O